C[C@@H]1[C@H](C2=CC(=CC=C2C1)C)NC1=NC(=NC(=N1)N)[C@@H](C)F N-[(1R,2S)-2,6-dimethyl-2,3-dihydro-1H-indene-yl]-6-[(1R)-1-fluoroethyl]-1,3,5-triazine-2,4-diamine